4-[(4-[(5-methyl-1H-pyrazol-3-yl)amino]-6-(oxazolidin-2-yl)pyrimidin-2-yl)amino]adamantan-1-ol CC1=CC(=NN1)NC1=NC(=NC(=C1)C1OCCN1)NC1C2CC3(CC(CC1C3)C2)O